NCCNCCNCCN N,N'-bis(2-aminoethyl)-1,2-ethane-diamine